(R)-1-(1-propenylpiperidin-3-yl)-4-amino-N-(5-bromobenzo[d]oxazol-2-yl)-1H-pyrazolo[3,4-d]pyrimidine-3-carboxamide C(=CC)N1C[C@@H](CCC1)N1N=C(C=2C1=NC=NC2N)C(=O)NC=2OC1=C(N2)C=C(C=C1)Br